methyl 3-bromo-1-cyclopropyl-1H-indazole-6-carboxylate BrC1=NN(C2=CC(=CC=C12)C(=O)OC)C1CC1